CNCC1(CC1)O 1-[(methylamino)methyl]cyclopropan-1-ol